(S)-21-((((9H-fluoren-9-yl)methoxy)carbonyl)amino)-20-oxo-4,7,10,13,16-pentaoxa-19-azatetracosanedioic acid C1=CC=CC=2C3=CC=CC=C3C(C12)COC(=O)N[C@H](C(NCCOCCOCCOCCOCCOCCC(=O)O)=O)CCC(=O)O